2-(2-amino-2-oxoethyl)-N-(3-chloro-2-methylphenyl)-6-({[2-(trifluoromethyl)phenyl]carbonyl}amino)-1H-benzimidazole-4-carboxamide NC(CC1=NC2=C(N1)C=C(C=C2C(=O)NC2=C(C(=CC=C2)Cl)C)NC(=O)C2=C(C=CC=C2)C(F)(F)F)=O